benzyl-N,N-diphenylamine C(C1=CC=CC=C1)N(C1=CC=CC=C1)C1=CC=CC=C1